4-trifluoromethyl-2-nitro-1-phenoxybenzene FC(C1=CC(=C(C=C1)OC1=CC=CC=C1)[N+](=O)[O-])(F)F